N-(5-chloro-6-(2H-1,2,3-triazol-2-yl)pyridin-3-yl)-2,4'-difluoro-2'-methoxy-5-methyl-[1,1'-biphenyl]-4-carboxamide ClC=1C=C(C=NC1N1N=CC=N1)NC(=O)C1=CC(=C(C=C1C)C1=C(C=C(C=C1)F)OC)F